N1(N=NC=C1)C1=CC=C(CN)C=C1 (4-[1,2,3]triazol-1-yl-benzyl)-amine